2-chloro-5-fluoro-4-[1-(2-nitropyridin-4-yl)-1H,2H,3H-pyrido[3,4-b][1,4]oxazin-7-yl]pyridine ClC1=NC=C(C(=C1)C1=CC2=C(OCCN2C2=CC(=NC=C2)[N+](=O)[O-])C=N1)F